1-[(2R,6S)-4-cyclohexyl-6-(hydroxymethyl)-6-(triisopropylsiloxymethyl)morpholin-2-yl]pyrimidine-2,4-dione C1(CCCCC1)N1C[C@@H](O[C@](C1)(CO[Si](C(C)C)(C(C)C)C(C)C)CO)N1C(NC(C=C1)=O)=O